ClC1=C(C(=CC=C1)Cl)C1(OC(=C(C1=O)O[Si](C)(C)C)N)C 2-(2,6-dichlorophenyl)-2-methyl-4-trimethylsiloxy-5-amino-3(2H)-furanone